N1-(4-amino-1-(tetrahydro-2H-pyran-2-yl)-1H-pyrazolo[4,3-c]pyridin-7-yl)-N2-((R)-1-(4-fluorophenyl)ethyl)-N2-methyloxalamide NC1=NC=C(C2=C1C=NN2C2OCCCC2)NC(C(=O)N(C)[C@H](C)C2=CC=C(C=C2)F)=O